C(C)(C)(C)OC(=O)N1[C@H](C=2C(CC1)=NN(C2NC(=O)NCC(OC)OC)C2=CC(=C(C(=C2)C)F)C)C (S)-3-(3-(2,2-Dimethoxyethyl)ureido)-2-(4-fluoro-3,5-dimethylphenyl)-4-methyl-2,4,6,7-tetrahydro-5H-pyrazolo[4,3-C]pyridine-5-carboxylic acid tert-butyl ester